2-(2-((2E)-4-(difluoromethoxy)-2-butenoyl)-2,6-diazaspiro[3.4]octan-6-yl)-7,7-dimethyl-4-(5-methyl-1H-indazol-4-yl)-5,6,7,8-tetrahydro-3-quinolinecarbonitrile FC(OC/C=C/C(=O)N1CC2(C1)CN(CC2)C2=NC=1CC(CCC1C(=C2C#N)C2=C1C=NNC1=CC=C2C)(C)C)F